C1(CC1)NC1=NC(=NC=C1C(F)(F)F)NC1=C2C=NN(C2=CC=C1)C1CC1 N4-cyclopropyl-N2-(1-cyclopropyl-1H-indazol-4-yl)-5-(trifluoromethyl)pyrimidine-2,4-diamine